α-(acetylamino)-N-[4-(1,1-dimethylethyl)phenyl]-cyclopentaneacetamide C(C)(=O)NC(C(=O)NC1=CC=C(C=C1)C(C)(C)C)C1CCCC1